OCCCC=1NC(=C(N1)C=1C=C(C=CC1)NC(C(C1=CC=CC=C1)N1C(C2=CC=CC=C2C1)=O)=O)C=1C(=NC=CC1)NC1=CC=CC=C1 N-(3-(2-(3-hydroxypropyl)-5-(2-(phenylamino)pyridin-3-yl)-1H-imidazol-4-yl)phenyl)-2-(1-oxoisoindolin-2-yl)-2-phenylacetamide